p-(3-{3-[3-(Tosyloxy)propoxy]propoxy}propoxysulfonyl)toluene S(=O)(=O)(C1=CC=C(C)C=C1)OCCCOCCCOCCCOS(=O)(=O)C1=CC=C(C)C=C1